(2-(Benzyloxy)-4,6-dihydroxy-3-methylphenyl)(4-(hydroxymethyl)-3,4-dihydroisoquinolin-2(1H)-yl)methanone C(C1=CC=CC=C1)OC1=C(C(=CC(=C1C)O)O)C(=O)N1CC2=CC=CC=C2C(C1)CO